3-(6-(aminomethyl)-4-chloro-7-fluoro-1-oxoisoindolin-2-yl)piperidine-2,6-dione hydrochloride Cl.NCC1=CC(=C2CN(C(C2=C1F)=O)C1C(NC(CC1)=O)=O)Cl